benzo[5,6]indole N1C=CC2=CC=C3C(=C12)C=CC=C3